butyl 7-methoxy-2-methyl-4-(trifluoromethyl)pyrrolo[2,3-c]pyridine-1-carboxylate COC=1N=CC(=C2C1N(C(=C2)C)C(=O)OCCCC)C(F)(F)F